2-methoxy-N-[4-(2-methyl-3-pyridinyl)thiazol-2-yl]pyrimidine-5-carboxamide COC1=NC=C(C=N1)C(=O)NC=1SC=C(N1)C=1C(=NC=CC1)C